(E)-1-(2,4-Dimethoxyphenyl)-3-(4-hydroxy-3-methoxyphenyl)prop-2-en-1-one COC1=C(C=CC(=C1)OC)C(\C=C\C1=CC(=C(C=C1)O)OC)=O